3-(5-cyclopropyl-1,3,4-thiadiazol-2-yl)-4-((4-(trifluoromethyl)phenyl)amino)benzoic acid C1(CC1)C1=NN=C(S1)C=1C=C(C(=O)O)C=CC1NC1=CC=C(C=C1)C(F)(F)F